2-PYRROLIDONE N1C(CCC1)=O